BrC1=CC(=C(C=C1CO)NC1=NC=C2C(=N1)N(C(N(C2)C2=C(C=CC=C2C)C)=O)CCCC(=O)OC)OC Methyl 4-(7-((4-bromo-5-(hydroxymethyl)-2-methoxyphenyl)amino)-3-(2,6-dimethylphenyl)-2-oxo-3,4-dihydropyrimido[4,5-d]pyrimidin-1(2H)-yl)butanoate